3,5-dinitro-4-chloro-o-xylene [N+](=O)([O-])C1=C(C(=CC(=C1Cl)[N+](=O)[O-])C)C